OC1=NOC=2CN(CCC21)C(=O)OC methyl 3-hydroxy-4,5,6,7-tetrahydroisoxazolo[5,4-c]pyridine-6-carboxylate